FC(N1N=C(C(=C1)NC(=O)[C@@H]1O[C@]([C@H]([C@H]1C1=C(C(=C(C=C1)F)F)CCN(C)C)C)(C(F)(F)F)C)C)F (2R,3S,4S,5R)-N-(1-(difluoromethyl)-3-methyl-1H-pyrazol-4-yl)-3-(2-(2-(dimethylamino)ethyl)-3,4-difluorophenyl)-4,5-dimethyl-5-(trifluoromethyl)tetrahydrofuran-2-carboxamide